2-[[6-[5-ethyl-3-methyl-4-oxo-6-(trifluoromethyl)imidazo[4,5-c]pyridin-2-yl]-5-ethylsulfonyl-3-pyridyl]oxy]-2-methyl-propanenitrile C(C)N1C(C2=C(C=C1C(F)(F)F)N=C(N2C)C2=C(C=C(C=N2)OC(C#N)(C)C)S(=O)(=O)CC)=O